CON(C(CC1CN(C1)C(=O)C1CCN(CC1)C1=NC=C(C=N1)C(F)(F)F)=O)C N-methoxy-N-methyl-2-(1-(1-(5-trifluoromethyl-pyrimidin-2-yl)piperidine-4-carbonyl)azetidin-3-yl)acetamide